N'-hydroxy-N-(3-(trifluoromethyl)phenyl)-1,2,5-oxadiazol-3-carboxamidine ON=C(NC1=CC(=CC=C1)C(F)(F)F)C1=NON=C1